tris-(4-hydroxyphenyl)-phenyl-methane OC1=CC=C(C=C1)C(C1=CC=CC=C1)(C1=CC=C(C=C1)O)C1=CC=C(C=C1)O